COC1=C(C=C(C(=C1)SCCCCC)OC)CC(CC)N 1-(2,5-dimethoxy-4-(pentylthio)phenyl)butan-2-amine